C1(CCC1)OC1=CC=2N(C=C1C(=O)O)C=C(N2)C21COC(C2)(C1)CF 7-cyclobutoxy-2-(1-(fluoromethyl)-2-oxabicyclo[2.1.1]hexan-4-yl)imidazo[1,2-a]pyridine-6-carboxylic acid